2-(4-cyclopropyl-6-methoxypyrimidin-5-yl)-7-(phenylsulfonyl)-6-(2-(tetrahydro-2H-pyran-2-yl)-2H-1,2,3-triazol-4-yl)-7H-pyrrolo[2,3-d]pyrimidine C1(CC1)C1=NC=NC(=C1C=1N=CC2=C(N1)N(C(=C2)C2=NN(N=C2)C2OCCCC2)S(=O)(=O)C2=CC=CC=C2)OC